2-[2-[(Z)-1,3-dimethylbut-1-enyl]phenyl]-4,4,5,5-tetramethyl-1,3,2-dioxaborolane C/C(=C/C(C)C)/C1=C(C=CC=C1)B1OC(C(O1)(C)C)(C)C